tert-butyl 2-[[1-methyl-2-oxo-5-(4,4,5,5-tetramethyl-1,3,2-dioxaborolan-2-yl)-3-pyridyl]amino]-6,7-dihydro-4H-pyrazolo[1,5-a]pyrazine-5-carboxylate CN1C(C(=CC(=C1)B1OC(C(O1)(C)C)(C)C)NC1=NN2C(CN(CC2)C(=O)OC(C)(C)C)=C1)=O